NCCC=1C=NC(=NC1)C1=C(C=C(C#N)C=C1)OC=1C(=NN(C1C)CC(F)(F)F)C 4-[5-(2-aminoethyl)pyrimidin-2-yl]-3-[3,5-dimethyl-1-(2,2,2-trifluoroethyl)pyrazol-4-yl]oxybenzonitrile